(S)-N-(6-methyl-5-((1-methyl-6-((1-methyl-1H-pyrazol-5-yl)amino)-1H-pyrazolo[3,4-d]pyrimidin-3-yl)amino)pyridin-3-yl)-2-(2-methylpyrrolidin-1-yl)acetamide CC1=C(C=C(C=N1)NC(CN1[C@H](CCC1)C)=O)NC1=NN(C2=NC(=NC=C21)NC2=CC=NN2C)C